5-bromodimethyltryptamine CN(C)CCC1=CNC2=C1C=C(C=C2)Br